C(C=1C(O)=CC=CC1)(=O)OC1=CC=C(C=C1)C(C)(C)C para-tertiary butylphenyl salicylate